OC(CC(=O)[O-])C.[Mg+2].OC(CC(=O)[O-])C Magnesium beta-hydroxybutyrate